ClC1=NC=C(C=N1)CN1C=CC=C2C1=NC(N(C2=O)C2=CC(=CC=C2)OC(F)(F)F)=O 8-((2-chloropyrimidin-5-yl)methyl)-3-(3-(trifluoromethoxy)phenyl)pyrido[2,3-d]pyrimidine-2,4(3h,8h)-dione